S[SiH2]O mercapto-silanol